ClC1=C(C=C(C=C1)C=1N=C(SC1C(C)C)NC1=C(SC(=C1)C1=CC=CC=C1)C(=O)OC)C(F)(F)F methyl 3-(4-(4-chloro-3-(trifluoromethyl) phenyl)-5-isopropylthiazol-2-ylamino)-5-phenylthiophene-2-carboxylate